BrC1=C(C=C(OC2=CC=C(C=C2)S(F)(F)(F)(F)F)C=C1)Cl (4-(4-bromo-3-chlorophenoxy)phenyl)pentafluoro-λ6-sulfan